FC=1C=CC(=C2C=C(N(C12)CCNC1=CC(=NC=N1)C1=CC=C(C=C1)C=1SC=CN1)C)OC 2-(4-{6-[2-(7-Fluoro-4-methoxy-2-methyl-indol-1-yl)-ethylamino]-pyrimidin-4-yl}-phenyl)-thiazol